6-Bromo-5-methyl-3-(pyridin-3-yl)quinazolin-4(3H)-one BrC=1C(=C2C(N(C=NC2=CC1)C=1C=NC=CC1)=O)C